N-((4-(trifluoromethyl)pyridin-2-yl)methyl)-1,3,4-thiadiazole-2-carboxamide FC(C1=CC(=NC=C1)CNC(=O)C=1SC=NN1)(F)F